N-(3-(2-((6-(4-ethylpiperazin-1-yl)pyridin-3-yl)amino)quinazolin-8-yl)phenyl)acrylamide C(C)N1CCN(CC1)C1=CC=C(C=N1)NC1=NC2=C(C=CC=C2C=N1)C=1C=C(C=CC1)NC(C=C)=O